ClC=1C=NC=C(C1[C@@H](C)OC=1C=C2C(=NNC2=CC1)C1=CC2=C(OCCN2CCN2CCOCC2)N=C1)Cl 7-[5-[(1R)-1-(3,5-dichloro-4-pyridyl)ethoxy]-1H-indazol-3-yl]-1-(2-morpholino-ethyl)-2,3-dihydropyrido[2,3-b][1,4]oxazine